4-(3,4-dichlorophenoxy)-1H-1,2,3-triazole-5-carboxylic acid ClC=1C=C(OC=2N=NNC2C(=O)O)C=CC1Cl